ClC1=CC=C(C=C1)COC(=O)C1=C[C@H]([C@@H](CC1)C(=C)C)C1=C(C=C(C=C1O)CCCCC)O (3R-trans)-3-(2,6-dihydroxy-4-pentylphenyl)-4-(1-methylethenyl)-1-cyclohexene-1-carboxylic acid (p-chlorophenyl)methyl ester